ClC1=CC(=NC(=C1)N1CCOCC1)N1C(C2CC2C1)=O 3-[4-chloro-6-(morpholin-4-yl)pyridin-2-yl]-3-azabicyclo[3.1.0]hexan-2-one